CC1(CCCN2C1CCC1=NC=CC=3N=CN=C2C13)O 9-methyl-8,8a,9,10,11,12-hexahydro-7H-1,3,6,12a-tetraazabenzo[4,5]cyclohepta[1,2,3-de]naphthalen-9-ol